ClC=1C(=C(C=CC1F)C1(C=2C(=C(N=CC2C(NC1)=O)NC1CN(C1)C(=O)OC(C)(C)C)F)C)F tert-butyl 3-{[5-(3-chloro-2,4-difluorophenyl)-4-fluoro-5-methyl-8-oxo-5,6,7,8-tetrahydro-2,7-naphthyridin-3-yl]amino}azetidine-1-carboxylate